diperoxyl-lauric acid O(O)C(C(=O)O)(CCCCCCCCCC)OO